N1(C=NC=C1)C1=C(C=C(C=C1)[N+](=O)[O-])N1CCC(CC1)(F)F 1-(2-(1H-imidazol-1-yl)-5-nitrophenyl)-4,4-difluoropiperidine